8-hydroxy-4,6-dimethylnonyl pentyloxymethyl ether C(CCCC)OCOCCCC(CC(CC(C)O)C)C